tert-butyl (trans-4-((chlorocarbonyl)(5-(2-methoxypyrimidin-5-yl)pyridin-2-yl)amino)cyclohexyl)carbamate ClC(=O)N([C@@H]1CC[C@H](CC1)NC(OC(C)(C)C)=O)C1=NC=C(C=C1)C=1C=NC(=NC1)OC